C1(CCCCC1)C(COC)(COC)CCC(C)(C)C 2-cyclohexyl-2-(3,3-dimethylbutyl)-1,3-dimethoxypropane